CCCCC/C=C\\C/C=C\\C/C=C\\C/C=C\\CCCC(=O)OC[C@H](COP(=O)(O)OP(=O)(O)OC[C@@H]1[C@H]([C@H]([C@@H](O1)N2C=CC(=NC2=O)N)O)O)OC(=O)CCC/C=C\\C/C=C\\C/C=C\\C/C=C\\CCCCC The molecule is a CDP-diacylglycerol in which both phosphatidyl acyl groups are specified as arachidonoyl. It is a CDP-diacylglycerol and an arachidonic acid. It is a conjugate acid of a CDP-1,2-diarachidonoyl-sn-glycerol(2-).